CC1(OCCCN(C1=O)CCCNC1=NC(=NC=C1C(F)(F)F)NC=1C(=NN(C1)C1CN(CC1)C)C)C 2,2-dimethyl-4-(3-((2-((3-methyl-1-(1-methylpyrrolidin-3-yl)-1H-pyrazol-4-yl)amino)-5-(trifluoromethyl)pyrimidin-4-yl)amino)propyl)-1,4-oxazepan-3-one